5-((2-methoxyethyl)amino)pyridine COCCNC=1C=CC=NC1